bis((siloxy)phenyl)methane [SiH3]OC1=C(C=CC=C1)CC1=C(C=CC=C1)O[SiH3]